CCCCN1CCCCC1C(=O)NC2=C(C=CC=C2C)C.O.Cl The molecule is a racemate composed of equimolar amounts of dextrobupivacaine hydrochloride hydrate and levobupivacaine hydrochloride hydrate. A piperidinecarboxamide-based local anaesthetic, it has a slow onset and long duration of action. It has a role as a local anaesthetic, an adrenergic antagonist, an amphiphile, an EC 3.1.1.8 (cholinesterase) inhibitor and an EC 3.6.3.8 (Ca(2+)-transporting ATPase) inhibitor. It contains a bupivacaine hydrochloride (anhydrous), a levobupivacaine hydrochloride hydrate and a dextrobupivacaine hydrochloride hydrate.